N,N-dipropyl-behenyl-hydroxyethyl-ammonium acetate C(C)(=O)[O-].C(CC)[N+](CCC)(CCO)CCCCCCCCCCCCCCCCCCCCCC